methyl 2-bromo-2-(1,1-dimethylisochroman-8-yl)acetate BrC(C(=O)OC)C=1C=CC=C2CCOC(C12)(C)C